FC1(CN(CC[C@H]1NC1=NN2C(C(=N1)OC)=C(C=C2)C=2C=C1C=CC=NC1=CC2)C(C)=O)F (R)-1-(3,3-difluoro-4-((4-methoxy-5-(quinolin-6-yl)pyrrolo[2,1-f][1,2,4]triazin-2-yl)amino)piperidin-1-yl)ethan-1-one